FS(CC(C)(C1=CC=CC=C1)OCCC#N)(F)(F)(F)F 3-((1-(Pentafluoro-λ6-sulfanyl)-2-phenylpropan-2-yl)-oxy)-propannitril